CN1C2=C(OCC1)C=C(C=C2)\C=C/2\C(NC(=N2)NC2=CC=CC=C2)=O (Z)-5-((4-methyl-3,4-dihydro-2H-benzo[b][1,4]oxazin-7-yl)methylene)-2-(phenylamino)-3,5-dihydro-4H-imidazol-4-one